C(C)(C)N1N=NC=C1 1-isopropyl-1,2,3-triazol